pyridin-3-ylboranediol N1=CC(=CC=C1)B(O)O